pyrimidic acid N1=C(N=CC=C1)C(=O)O